1-(piperazin-1-yl)ethan N1(CCNCC1)CC